tert-butyl (S)-(1-fluoro-3-(2-(7-methoxy-1-(2-methoxyethyl)-1H-indol-2-yl)-1-methyl-5-oxo-1,5,7,8-tetrahydro-6H-imidazo[4,5-g]isoquinolin-6-yl)propan-2-yl)carbamate FC[C@H](CN1C(C=2C=C3C(=CC2CC1)N(C(=N3)C=3N(C1=C(C=CC=C1C3)OC)CCOC)C)=O)NC(OC(C)(C)C)=O